N1-(2,4-difluoro-5-((6-(4-isopropyl-4H-1,2,4-triazol-3-yl)pyridin-2-yl)carbamoyl)phenyl)-N4-(8-((2-(2,6-dioxopiperidin-3-yl)-1,3-dioxoisoindolin-4-yl)amino)octyl)succinamide FC1=C(C=C(C(=C1)F)C(NC1=NC(=CC=C1)C1=NN=CN1C(C)C)=O)NC(CCC(=O)NCCCCCCCCNC1=C2C(N(C(C2=CC=C1)=O)C1C(NC(CC1)=O)=O)=O)=O